(R)-4-(4-cyanopyrimidin-2-yl)-N-(1-methyl-1H-pyrrolo[2,3-c]pyridin-7-yl)-N-(piperidin-3-yl)piperazine-1-carboxamide C(#N)C1=NC(=NC=C1)N1CCN(CC1)C(=O)N([C@H]1CNCCC1)C=1N=CC=C2C1N(C=C2)C